C(C)N(CCNC(=O)OC(COC(CCCCCCC\C=C/CCCCCCCC)=O)COC(CCCCCCC\C=C/CCCCCCCC)=O)CC 2-O-(2-diethylaminoethyl)carbamoyl-1,3-O-dioleoyl-glycerol